(R)-1-(1-(4-chloro-3-fluorobenzyl)-1H-benzo[d]imidazol-2-yl)piperidin-3-amine ClC1=C(C=C(CN2C(=NC3=C2C=CC=C3)N3C[C@@H](CCC3)N)C=C1)F